5-(4-fluoro-3-methylphenyl)-1,3-cyclohexanedione FC1=C(C=C(C=C1)C1CC(CC(C1)=O)=O)C